CNC(CN(CC=1NC(C2=C(N1)N(N=C2)C)=O)C)=O N-methyl-2-(methyl((1-methyl-4-oxo-4,5-dihydro-1H-pyrazolo[3,4-d]pyrimidin-6-yl)methyl)amino)acetamide